5-(2-Chloro-3-fluorophenyl)-4-(4-chlorophenoxy)-1H-pyrazol ClC1=C(C=CC=C1F)C1=C(C=NN1)OC1=CC=C(C=C1)Cl